COC(=O)C1=CC=C(C=C1)C1N(CC12CCC2)C(=O)OC(C)(C)C tert-butyl 1-(4-(methoxycarbonyl) phenyl)-2-azaspiro[3.3]heptane-2-carboxylate